dimethyl 2-(methyl (phenyl) amino)-3-phenylsuccinate CN(C(C(=O)OC)C(C(=O)OC)C1=CC=CC=C1)C1=CC=CC=C1